FC=1C2=CN(N=C2C=CC1NC(=O)N1CCC=2C1=NC=CC2N2CCN(C1(CC1)C2)C(=O)OC(C)(C)C)C tert-butyl 7-(1-((4-fluoro-2-methyl-2H-indazol-5-yl)carbamoyl)-2,3-dihydro-1H-pyrrolo[2,3-b]pyridin-4-yl)-4,7-diazaspiro[2.5]octane-4-carboxylate